CC1=C(C(=CC(=C1)C)C)NC=1SC2=C(N1)CC[C@@]1([C@H]3CC[C@]/4([C@H]([C@@H]3CC=C12)CC\C4=N/O)C)C (5aR,5bS,7aS,10aS,10bR,E)-2-((2,4,6-trimethylphenyl)amino)-5a,7a-dimethyl-4,5,5a,5b,6,7,7a,9,10,10a,10b,11-dodecahydro-8H-cyclopenta[7,8]phenanthro[2,1-d]thiazol-8-one oxime